N2,N6-Bis(4-chlorophenyl)-3,5-dinitro-2,4,6-pyridinetriamine ClC1=CC=C(C=C1)NC1=NC(=C(C(=C1[N+](=O)[O-])N)[N+](=O)[O-])NC1=CC=C(C=C1)Cl